BrC1=CN=C2N1C=C(C=C2C)C(=O)N(CC=2C=NN(C2)C)C2=CC(=C(C=C2)F)OC 3-bromo-N-(4-fluoro-3-methoxy-phenyl)-8-methyl-N-[(1-methylpyrazol-4-yl)methyl]imidazo[1,2-a]pyridine-6-carboxamide